(2S,4S)-4-(4-chloro-2-(6-((6,6-dimethyl-2,4-dioxo-3-azabicyclo[3.1.0]hexan-3-yl)methyl)pyrrolo[2,1-f][1,2,4]triazin-4-yl)-6-methylphenoxy)pyrrolidine-2-carboxylic acid hydrochloride Cl.ClC1=CC(=C(O[C@H]2C[C@H](NC2)C(=O)O)C(=C1)C)C1=NC=NN2C1=CC(=C2)CN2C(C1C(C1C2=O)(C)C)=O